FC1=C(C=CC(=C1)OC1=NC=CC(=C1)C1=NC(=NO1)C)NC1=NC=NC2=CC(=C(C=C12)NC1CCN(CC1)C(C=C)=O)OC 1-(4-((4-((2-fluoro-4-((4-(3-methyl-1,2,4-oxadiazol-5-yl)pyridin-2-yl)oxy)phenyl)amino)-7-methoxyquinazolin-6-yl)amino)piperidin-1-yl)prop-2-en-1-one